N1C(=CC=C1)CC(C(=O)N)C1=C(C(C2=CC=C(C=C12)OC)=CC1=CC(=C(C(=C1)OC)O)OC)C (1H-pyrrol-2-yl)methyl-2-(1-(4-hydroxy-3,5-dimethoxybenzylidene)-5-methoxy-2-methyl-1H-inden-3-yl)acetamide